N-Boc-sulfamoyl chloride C(=O)(OC(C)(C)C)NS(=O)(=O)Cl